COC(C1=C(C(=C(C=C1)Br)F)[C@]1([C@@H](C1)F)C#N)=O 4-bromo-3-fluoro-2-[(1s,2r)-1-cyano-2-fluoro-cyclopropyl]benzoic acid methyl ester